(9H-fluoren-9-yl)methyl isothiocyanate C1=CC=CC=2C3=CC=CC=C3C(C12)CN=C=S